sodium styrylphenol C(=CC1=CC=CC=C1)C1=C(C=CC=C1)O.[Na]